4-((2,5-dichloropyrimidin-4-yl)amino)-N,N-dimethylpyridine-3-sulfonamide ClC1=NC=C(C(=N1)NC1=C(C=NC=C1)S(=O)(=O)N(C)C)Cl